CN(C(=O)C1=CCC1)[C@H]1C[C@H](CC1)OC=1C=2N(C=C(N1)C=1C=NN(C1)C)N=CC2 |r| rac-N-methyl-N-((1R,3S)-3-((6-(1-methyl-1H-pyrazol-4-yl)pyrazolo[1,5-a]pyrazin-4-yl)oxy)cyclopentyl)cyclobut-1-ene-1-carboxamide